The molecule is a zirconium coordination entity comprising four chlorine atoms bound to a central zirconium atom. It has a role as a catalyst. It is a zirconium coordination entity and an inorganic chloride. Cl[Zr](Cl)(Cl)Cl